C(CCCCC(C)C)(=O)O.C(CCCCCCCCCCCCCCCCC)N octadecylamine isooctanoic acid salt